C(CCCCCCCCCCCCCCC)N(C)C N-hexadecyl-N,N-dimethylamine